2'-chloro-3'-fluoro-N-(5-(((1R,3S)-3-hydroxycyclohexyl)oxy)-1,3,4-thiadiazol-2-yl)-5'-methoxy-6-methyl-(4,4'-bipyridine)-3-carboxamide ClC1=NC=C(C(=C1F)C1=C(C=NC(=C1)C)C(=O)NC=1SC(=NN1)O[C@H]1C[C@H](CCC1)O)OC